N-(4'-(tert-butyl)-2'-methyl-[1,1'-biphenyl]-3-yl)-8-chloro-N-methyl-[1,2,4]triazolo[4,3-a]quinazolin-5-amine C(C)(C)(C)C1=CC(=C(C=C1)C1=CC(=CC=C1)N(C1=NC=2N(C3=CC(=CC=C13)Cl)C=NN2)C)C